CC=1C(=C(C=CC1)C(=O)N1[C@@H]2[C@@H](C[C@H](C1)C2)OC2=NC=C(C=C2)C(F)(F)F)C=2OC=CN2 (3-methyl-2-(oxazol-2-yl)phenyl)((1S,4R,6R)-6-((5-(trifluoromethyl)pyridin-2-yl)oxy)-2-azabicyclo[2.2.1]heptan-2-yl)methanone